1,11-diazabicyclo[8.4.0]tetradecene N12C=CCCCCCCC2NCCC1